2,4-difluoro-N-(5-(8-fluoro-4-(piperazin-1-yl)quinolin-6-yl)-2-methoxypyridin-3-yl)benzenesulfonamide trifluoroacetate salt FC(C(=O)O)(F)F.FC1=C(C=CC(=C1)F)S(=O)(=O)NC=1C(=NC=C(C1)C=1C=C2C(=CC=NC2=C(C1)F)N1CCNCC1)OC